C1(=CC=CC=C1)C1N(CC12CCCC2)CC2CCNCC2 1-phenyl-2-(piperidin-4-ylmethyl)-2-azaspiro[3.4]octane